N1C(=NC2=C1C=CC=C2)C(C)NC(=O)[C@H](CC(N2[C@@H](CCC2)C2=CC=CC=C2)=O)NC(=O)C2=NOC(=C2)C N-[(1S)-1-[1-(1H-benzimidazol-2-yl)ethylcarbamoyl]-3-oxo-3-[(2S)-2-phenylpyrrolidin-1-yl]propyl]-5-methyl-isoxazole-3-carboxamide